3-(L-alanyl)thiazolidin-2-one hydrochloride Cl.N[C@@H](C)C(=O)N1C(SCC1)=O